5-Fluoro-6-(2-methoxyethoxy)-3-[3-(4-{4-[(3S)-oxolan-3-yl]piperazin-1-carbonyl}phenyl)-1,2-oxazol-5-yl]-1H-indazol FC=1C=C2C(=NNC2=CC1OCCOC)C1=CC(=NO1)C1=CC=C(C=C1)C(=O)N1CCN(CC1)[C@@H]1COCC1